(13S,17S)-17-hydroxy-2-methoxy-13-methyl-7,8,9,11,12,13,14,15,16,17-decahydro-6H-cyclopenta[a]phenanthren-3-yl 4-methoxybenzene-sulfonate COC1=CC=C(C=C1)S(=O)(=O)OC=1C(=CC=2C3CC[C@@]4([C@H](CCC4C3CCC2C1)O)C)OC